C1(=CC=C(C=C1)[C@@H](C)N[S@](=O)C(C)(C)C)C1=CC=CC=C1 (R)-N-((R)-1-([1,1'-biphenyl]-4-yl)ethyl)-2-methylpropan-2-sulfinamide